3-isopropyl-5-pyrimidin-5-yl-pyrazolo[1,5-a]Pyrimidine-7-amine C(C)(C)C=1C=NN2C1N=C(C=C2N)C=2C=NC=NC2